(R)-3-cyano-5-methylhexanenitrile C(#N)[C@@H](CC#N)CC(C)C